3-cyclopropoxy-1-(1-methoxypropane-2-yl)-1H-pyrazol-4-amine C1(CC1)OC1=NN(C=C1N)C(COC)C